(S)-2-methyl-N-((S)-phenyl-(5-(prop-1-en-2-yl)pyridin-2-yl)methyl)propane-2-sulfinamide CC(C)(C)[S@](=O)N[C@H](C1=NC=C(C=C1)C(=C)C)C1=CC=CC=C1